3-ethynyl-[1,3'-bicyclobutyl]-1'-carboxylic acid tert-butyl ester C(C)(C)(C)OC(=O)C1CC(C1)C1CC(C1)C#C